6-methoxy-2,3-dihydroquinoline COC1=CC2=CCCN=C2C=C1